methyl 2-(o-(2,5-dimethylphenyloxymethylene) phenyl)-3-methoxypropenoate CC1=C(C=C(C=C1)C)OC=C1C(C=CC=C1)C(C(=O)OC)=COC